ClC1=CC=C(C=C1)C=1C=C(C(N(N1)C=1C=NN(C1)C)=O)C(=O)NC[C@H](COC)O 6-(4-chlorophenyl)-N-[(2R)-2-hydroxy-3-methoxypropyl]-2-(1-methyl-1H-pyrazol-4-yl)-3-oxo-2,3-dihydropyridazine-4-carboxamide